7-methyl-N-[(3S)-5-methyl-4-oxo-2,3-dihydro-1,5-benzoxazepin-3-yl]-2,4,5,7-tetrahydropyrano[3,4-c]pyrazole-3-carboxamide CC1OCCC=2C1=NNC2C(=O)N[C@H]2COC1=C(N(C2=O)C)C=CC=C1